C(C)N1C=C(C(C2=CC(=C(C(=C12)Cl)N1C[C@H](CC1)O)F)=O)C(=O)O 1-ethyl-8-chloro-6-fluoro-1,4-dihydro-7-((3S)-3-hydroxypyrrolidinyl)-4-oxo-3-quinolinecarboxylic acid